NCCCCCCCNC1=C(C(=O)NC=2SC(=C(N2)C)C)C=CC(=N1)C ((7-Aminoheptyl)amino)-N-(4,5-dimethylthiazol-2-yl)-6-methylnicotinamide